C(N)(=O)C1=CC(=NC2=C1N=CN=C2N[C@@H]2CN(CCC2)C(=O)OC(C)(C)C)C=2C=NNC2 tert-butyl (3S)-3-{[8-carbamoyl-6-(1H-pyrazol-4-yl)pyrido[3,2-d]pyrimidin-4-yl]amino}piperidine-1-carboxylate